BrC1=CC(=CC=2C(=NOC21)C)C(=O)O 7-bromo-3-methylbenzo[d]isoxazole-5-carboxylic acid